3-iodo-4,5-dimethyl-furan-2-carboxylic acid IC1=C(OC(=C1C)C)C(=O)O